C12CN(CC2C1)C1=C(C=C(C=C1C#N)C=O)C#N 2-{3-azabicyclo[3.1.0]hex-3-yl}-5-formylbenzene-1,3-dicarbonitrile